N-[3-[4-[(1-methyl-4-piperidyl)amino]-1-(2,2,2-trifluoroethyl)indol-6-yl]prop-2-ynyl]methanesulfonamide CN1CCC(CC1)NC1=C2C=CN(C2=CC(=C1)C#CCNS(=O)(=O)C)CC(F)(F)F